C[Si]1(C2=C([C+](C3=C1C=C(C=C3)N(C3=CC=CC=C3)C)C3=C(C(=O)[O-])C(=C(C(=C3F)F)F)F)C=CC(=C2)N(C2=CC=CC=C2)C)C 2-(5,5-Dimethyl-3,7-bis(methyl(phenyl)amino)dibenzo[b,e]silin-10-ylium-10(5H)-yl)-3,4,5,6-tetrafluoro-benzoate